C(=CC)C1=C(C=CC=C1)O propenyl-phenol